1-(((S)-1-((S)-3-cyclohexyl-2-(hydroxymethyl)propionyl)-4-hydroxy-3,3-dimethylpiperidin-4-yl)methyl)-N,N-dimethyl-6-oxo-4-phenyl-1,6-dihydropyridine-3-carboxamide C1(CCCCC1)C[C@H](C(=O)N1CC([C@](CC1)(O)CN1C=C(C(=CC1=O)C1=CC=CC=C1)C(=O)N(C)C)(C)C)CO